3-(6-spiro[2H-benzofuran-3,1'-cyclopropane]-4-yloxy-3-pyridinyl)-1H-benzimidazol-2-one C12(CC1)COC1=C2C(=CC=C1)OC1=CC=C(C=N1)N1C(NC2=C1C=CC=C2)=O